2-[(6-bromo-3-morpholinosulfonyl-4-quinolinyl)amino]benzoic acid BrC=1C=C2C(=C(C=NC2=CC1)S(=O)(=O)N1CCOCC1)NC1=C(C(=O)O)C=CC=C1